3,4-dichlorophenyl N,N-diethylcarbamate C(C)N(C(OC1=CC(=C(C=C1)Cl)Cl)=O)CC